CC1(CC(C1)CC(F)(F)F)C(=O)N methyl-3-(2,2,2-trifluoroethyl)cyclobutane-1-carboxamide